N1-(4-(4-ethyl-piperazin-1-ylmethyl)-3-trifluoromethyl-phenyl)-6-methyl-isoquinolin-1,5-diamine C(C)N1CCN(CC1)CC1=C(C=C(C=C1)NC1=NC=CC=2C(=C(C=CC12)C)N)C(F)(F)F